2-(3-(3-fluorophenyl)benzyloxy)benzamide FC=1C=C(C=CC1)C=1C=C(COC2=C(C(=O)N)C=CC=C2)C=CC1